C1(CC1)N1N=NC(=C1)C(=O)OCC ethyl 1-cyclopropyl-1H-1,2,3-triazole-4-carboxylate